4-(1,2-Benzisoxazol-3-yl)-1-phenylpyridin-1-ium hexafluorophosphate F[P-](F)(F)(F)(F)F.O1N=C(C2=C1C=CC=C2)C2=CC=[N+](C=C2)C2=CC=CC=C2